L-5-hydroxymethyl-furfural OCC1=CC=C(C=O)O1